ClC1=C(C=NO)C=C(C(=C1)F)C=1C(=NC=C(C1)F)Cl 2-chloro-5-(2-chloro-5-fluoro-3-pyridinyl)-4-fluoro-benzaldehyde oxime